1-((1R,5S)-3-(7-(3-amino-5-methyl-1H-indazol-4-yl)-6-chloro-2-(3-(dimethylamino)azetidin-1-yl)-8-fluoroquinazolin-4-yl)-3,8-diazabicyclo[3.2.1]octan-8-yl)prop-2-en-1-one NC1=NNC2=CC=C(C(=C12)C1=C(C=C2C(=NC(=NC2=C1F)N1CC(C1)N(C)C)N1C[C@H]2CC[C@@H](C1)N2C(C=C)=O)Cl)C